cyclopropyl-(4-(3-methoxy-4-(prop-2-yn-1-ylamino)phenyl)-4-oxido-1,4-azaphosphinan-1-yl)methanone C1(CC1)C(=O)N1CCP(CC1)(=O)C1=CC(=C(C=C1)NCC#C)OC